C(C=C=C=C=C=C=C=C=C=C=C=C=C=C=CCCCC)(=O)O eicosatetradecenoic acid